2-(1-acetoxyethyl)-10H-phenothiazine C(C)(=O)OC(C)C1=CC=2NC3=CC=CC=C3SC2C=C1